(3R,7S)-2-(3,4-dichlorobenzoyl)-3-methyl-9-(1-(4-(methyl-sulfonyl)phenyl)ethyl)-10-oxo-1,2,3,4,7,8,9,10-octahydropyrido[4',3':3,4]pyrazolo[1,5-a]pyrazine-7-carboxylic acid ClC=1C=C(C(=O)N2CC=3C(=NN4C3C(N(C[C@H]4C(=O)O)C(C)C4=CC=C(C=C4)S(=O)(=O)C)=O)C[C@H]2C)C=CC1Cl